FC(C1=NN(C(=C1)C(F)F)CC(=O)N1CCC(CC1)C=1SC=C(N1)C1=NOC(C1)C1=C(C=CC=C1Cl)S(=O)(C)=N)F (2-(3-(2-(1-(2-(3,5-bis(difluoromethyl)-1H-pyrazol-1-yl)acetyl)piperidin-4-yl)thiazol-4-yl)-4,5-dihydroisoxazol-5-yl)-3-chlorophenyl)(imino)(methyl)-λ6-sulfanone